C1(CC1)C=1N=CC=2C3=C(C=C(C2C1)S(=O)(=O)NCC(C)(C)F)CCC3NC=3C=NC=CC3 3-cyclopropyl-N-(2-fluoro-2-methylpropyl)-9-(pyridin-3-ylamino)-8,9-dihydro-7H-cyclopenta[h]isoquinoline-5-sulfonamide